4-(difluoromethyl)-1H-indole-2-carboxamide FC(C1=C2C=C(NC2=CC=C1)C(=O)N)F